C(C1=CC=CC=C1)N1C[C@@H]2C([C@@H]2C1)CCO 2-[(1R,5S,6S)-3-benzyl-3-azabicyclo[3.1.0]hexan-6-yl]ethanol